[Si](C)(C)(C(C)(C)C)OCCC1(CC2(C1)NC(N(C2=O)CC2=CC=C(C=C2)OC)=O)C(=O)[O-] 2-((tert-butyldimethylsilyloxy) ethyl)-7-(4-methoxybenzyl)-6,8-dioxo-5,7-diazaspiro[3.4]octane-2-carboxylate